CC1(COC1)CNC1C(CCCC1)OC=1C=C2CN(C(C2=CC1)=O)C1C(NC(CC1)=O)=O 3-(5-((2-(((3-methyloxetan-3-yl)methyl)amino)cyclohexyl)oxy)-1-oxoisoindolin-2-yl)piperidine-2,6-dione